[N+](=O)([O-])C=1C(=CC2=C(CCO2)C1)N 5-nitro-2,3-dihydro-1-benzofuran-6-amine